1-(3-dimethylaminopropyl)-3-ethylcarbodiimide hydrogen chloride Cl.CN(CCCN=C=NCC)C